O=C1C2=C(C=NN1)N=C(N=C2NC2=CC=C(C=C2)OC(F)(F)F)N2CCC(CC2)CC#N 2-(1-(5-Oxo-4-((4-(trifluoromethoxy)phenyl)amino)-5,6-dihydropyrimido[4,5-d]pyridazin-2-yl)piperidin-4-yl)acetonitril